(3S)-3-(3-chloro-5-iodophenyl)-3-(2-(4-((5-fluoro-1,4,5,6-tetrahydropyrimidin-2-yl)amino)-1H-indazole-6-carboxamido)acetamido)propanoic acid ClC=1C=C(C=C(C1)I)[C@H](CC(=O)O)NC(CNC(=O)C1=CC(=C2C=NNC2=C1)NC=1NCC(CN1)F)=O